CN1CCN(CC1)C=1C=CC(=NC1)NC=1C2=C(C(=NC1)C1=CNC3=C1C=NC=C3)CNC2=O 7-[[5-(4-methylpiperazin-1-yl)-2-pyridyl]amino]-4-(1H-pyrrolo[3,2-c]pyridin-3-yl)-2,3-dihydropyrrolo[3,4-c]pyridin-1-one